ClC1=CC2=C(N(C(C(N2C)=O)=O)C2CCN(CC2)C2=NC=C(C=N2)S(=O)(=O)NC2CC2)N=C1 2-(4-(7-chloro-1-methyl-2,3-dioxo-2,3-dihydropyrido[2,3-b]pyrazin-4(1H)-yl)piperidin-1-yl)-N-cyclopropylpyrimidine-5-sulfonamide